5,6-Dimethoxy-2,3,8,9,12,13-hexa(pentyloxy)dibenzo[fg,op]tetracene COC1=CC=2C=3C4=C(C5=CC(=C(C=C5C=5C4=C(C2C=C1OC)C(=C(C5)OCCCCC)OCCCCC)OCCCCC)OCCCCC)C=C(C3OCCCCC)OCCCCC